2-(5-bromo-3-(trifluoromethyl)pyridin-2-yl)-4,5-dimethyl-Oxazole BrC=1C=C(C(=NC1)C=1OC(=C(N1)C)C)C(F)(F)F